3-(2-Norbornyl)aminopropane-1-sulfonic acid C12C(CC(CC1)C2)NCCCS(=O)(=O)O